3-cyclopropyl-4-((3as,7ar)-7a-fluoro-1-oxooctahydro-2H-pyrrolo[3,4-c]pyridin-2-yl)benzoic acid C1(CC1)C=1C=C(C(=O)O)C=CC1N1C[C@@H]2CNCC[C@@]2(C1=O)F